2,6-difluoro-4-methoxybenzonitrile FC1=C(C#N)C(=CC(=C1)OC)F